ClC1=C(C(=C(C(=C1[O-])Cl)Cl)Cl)Cl.ClC1=C(C(=C(C(=C1[O-])Cl)Cl)Cl)Cl.[Cu+2] copper bis(pentachlorophenoxide)